N-Acetylhomoserine C(C)(=O)N[C@@H](CCO)C(=O)O